IC=1N=C(N2N=C(N=CC21)N[C@H]2[C@@H](COCC2)O)CC(C)C (3S,4R)-4-{[5-iodo-7-(2-methylpropyl)imidazo[4,3-f][1,2,4]triazin-2-yl]amino}oxan-3-ol